5-(((4-(tert-butyl) phenoxy) (((S)-1-(cyclopropylmethoxy)-1-oxopropan-2-yl) amino) phosphoryloxy) methylPhenyl)-2-cyanotetrahydrofuran-3,4-diylbis(2-methylpropionate) C(C)(C)(C)C1=CC=C(OP(=O)(N[C@H](C(=O)OCC2CC2)C)OCC2=C(C=CC=C2)C2C(C(C(O2)C#N)C(C(=O)[O-])(C)C)C(C(=O)[O-])(C)C)C=C1